isoleucine lithium salt [Li+].N[C@@H]([C@@H](C)CC)C(=O)[O-]